6-(1-methylindolin-4-yl)-2-(pyridin-2-yl)-7,8-dihydro-phthalazin-1(2H)-one CN1CCC2=C(C=CC=C12)C1=CC=2C=NN(C(C2CC1)=O)C1=NC=CC=C1